C(#N)C1=C(C=CC=C1NC(=O)C=1C(N(C=C(C1)CNCCO)C)=O)C1=CC=CC=C1 N-(2-Cyanobiphenyl-3-yl)-5-{[(2-hydroxyethyl)amino]methyl}-1-methyl-2-oxo-1,2-dihydropyridin-3-carboxamid